CC1=C(C=CC=C1C)C1CCN(CC1)C(CN1N=C(C2=C1CCC2)C(=O)N2C[C@@H]([C@@H](CC2)O)F)=O 1-(4-(2,3-Dimethylphenyl)piperidin-1-yl)-2-(3-((3S,4R)-3-fluoro-4-hydroxypiperidin-1-carbonyl)-5,6-dihydrocyclopenta[c]pyrazol-1(4H)-yl)ethanon